acryloyloxyhexyl thiophosphate P(=S)(OCCCCCCOC(C=C)=O)([O-])[O-]